CN1N=CC(=C1)S(=O)(=O)NC1=NC(=C(C(=N1)OC1=CC=C(C=C1)C1CCN(CC1)C)CC(F)(F)F)C1=CC=CC=C1 1-Methyl-N-[4-[4-(1-methyl-4-piperidyl)phenoxy]-6-phenyl-5-(2,2,2-trifluoroethyl)pyrimidin-2-yl]pyrazole-4-sulfonamide